dithiophosphate magnesium [Mg+2].P(=S)([S-])([O-])[O-].P(=S)([S-])([O-])[O-].[Mg+2].[Mg+2]